4-((tert-butoxycarbonyl)-L-prolyl)piperazine-1-carboxylate C(C)(C)(C)OC(=O)N1[C@@H](CCC1)C(=O)N1CCN(CC1)C(=O)[O-]